C1(CC1)OC(CO)(C1=CC=CC=C1)[C@H](C)C1=NC(=NC2=CC=C(C=C12)C=1C2=C(C(N(C1)C)=O)NC=C2)N2CCC(CC2)N2CCC(CC2)(NCC#C)C (R)-4-(4-(1-Cyclopropoxy-2-hydroxy-1-phenylethylethyl)-2-(4-methyl-4-(prop-2-yn-1-ylamino)-[1,4'-bipiperidin]-1'-yl)quinazolin-6-yl)-6-methyl-1,6-dihydro-7H-pyrrolo[2,3-c]pyridin-7-one